4-(1-methyl-1H-pyrazol-4-yl)-6,7-dihydro-5H-pyrrolo[3,4-d]pyrimidin-5-one CN1N=CC(=C1)C=1C2=C(N=CN1)CNC2=O